C1(=C(C=CC=C1)C1=NC(=NC(=N1)C1=CC=CC=C1)C1=CC=C(C=C1)C=1C=2N(C=3C=CC=CC3C1)C1=C(N2)C=CC=C1)C1=CC=CC=C1 6-(4-(4-([1,1'-biphenyl]-2-yl)-6-phenyl-1,3,5-triazin-2-yl)phenyl)benzo[4,5]imidazo[1,2-a]quinoline